FC(C1=CC=C2C(=N1)C=NN2C(C)=O)(F)F 1-(5-(trifluoromethyl)-1H-pyrazolo[4,3-b]pyridin-1-yl)ethan-1-one